CC1=NNC2=CC=CC(=C12)OC1CC(C1)COC1CCNCC1 3-methyl-4-((1s,3s)-3-((piperidin-4-oxy)methyl)cyclobutoxy)-1H-indazole